CN1CCN(CC1)CC[C@H](CSC1=CC=CC=C1)NC1=C(C=C(C=C1)S(=O)(=O)N)S(=O)(=O)C(F)(F)F (R)-4-((4-(4-methylpiperazin-1-yl)-1-(phenylthio)butan-2-yl)amino)-3-((trifluoromethyl)sulfonyl)benzenesulfonamide